CN(C1C[C@H]2CC[C@@H](C1)N2)C=2N=NC(=CC2)C2=CC=C(C=1N=CNC12)C=1C=NNC1 (1R,3S,5S)-N-methyl-N-[6-[7-(1H-pyrazol-4-yl)-3H-1,3-benzodiazol-4-yl]pyridazin-3-yl]-8-azabicyclo[3.2.1]octan-3-amine